(1S,2R)-2-methylcyclopentylamine C[C@H]1[C@H](CCC1)N